BrC1=C(C=C(C=C1)[C@@H]1C([C@H]1C(=O)NC=1C=CC(=C(C(=O)NC2=C(C=C(C=C2)N(C(OC(C)(C)C)=O)C)C)C1)Cl)(Cl)Cl)Cl tert-Butyl (4-(5-(trans-3-(4-bromo-3-chlorophenyl)-2,2-dichlorocyclopropane-1-carboxamido)-2-chlorobenzamido)-3-methylphenyl)(methyl)carbamate